1-(4-bromo-2-methylnaphthalen-1-yl)-1H-pyrrole-2,5-dione BrC1=CC(=C(C2=CC=CC=C12)N1C(C=CC1=O)=O)C